(S)-N-((S)-1-(5-(4-Chloro-2-methylchinolin-6-yl)-1H-imidazol-2-yl)-7-oxononyl)-6-methyl-6-azaspiro[2.5]octan-1-carboxamid ClC1=CC(=NC2=CC=C(C=C12)C1=CN=C(N1)[C@H](CCCCCC(CC)=O)NC(=O)[C@H]1CC12CCN(CC2)C)C